C(#N)C1=NC=C(C=C1C1=CC(=NC=C1)OC)C(=O)NC(CC)CC 2-cyano-2'-methoxy-N-(pentan-3-yl)-[3,4'-bipyridine]-5-carboxamide